(2R)-1-({8-[(3β)-cholest-5-en-3-yloxy]octyl}oxy)-3-(heptyloxy)-N,N-dimethylpropan-2-amine CC(C)CCC[C@@H](C)[C@H]1CC[C@H]2[C@@H]3CC=C4C[C@H](CC[C@]4(C)[C@H]3CC[C@]12C)OCCCCCCCCOC[C@@H](COCCCCCCC)N(C)C